Tetrakis(2,4-di-tert-butylphenyl) [1,1'-biphenyl]-4,4'-diylbis(phosphonite) CC(C)(C)C1=CC(=C(C=C1)OP(C2=CC=C(C=C2)C3=CC=C(C=C3)P(OC4=C(C=C(C=C4)C(C)(C)C)C(C)(C)C)OC5=C(C=C(C=C5)C(C)(C)C)C(C)(C)C)OC6=C(C=C(C=C6)C(C)(C)C)C(C)(C)C)C(C)(C)C